allylisoquinoline C(C=C)C1=NC=CC2=CC=CC=C12